C1(CCCCC1)NN1CN(C=C2C1=C(NN2)C2=CC=C(C(=O)OC)C=C2)NC2=C(C=C(C=C2)N2CCOCC2)OC methyl 4-(4-(cyclohexylamino)-6-((2-methoxy-4-morpholinophenyl)amino)-1H-pyrazolopyrimidin-3-yl)benzoate